6-chloro-N-methyl-N-[(1S)-1-(2-pyrimidin-2-yl-1,2,4-triazol-3-yl)ethyl]-8-(trifluoromethyl)quinazolin-4-amine ClC=1C=C2C(=NC=NC2=C(C1)C(F)(F)F)N([C@@H](C)C=1N(N=CN1)C1=NC=CC=N1)C